O.S(=O)(=O)([O-])[O-].[Mn+2] Manganese(II) sulfate, monohydrate